2,2-dichloro-3-(3,4-dichlorophenylcyclopropane-1-carboxamido)benzamide ClC1(C(C(=O)N)C=CC=C1NC(=O)C1(CC1)C1=CC(=C(C=C1)Cl)Cl)Cl